2-(2-bromo-5-chloro-phenyl)acetic acid BrC1=C(C=C(C=C1)Cl)CC(=O)O